9-butyl-3-methyl-15-(9-(octadecan-9-yloxy)-9-oxononyl)-7,12-dioxo-8,13-dioxa-3,6-diazahexadecan-16-yl (9Z,12Z)-octadeca-9,12-dienoate C(CCCCCCC\C=C/C\C=C/CCCCC)(=O)OCC(COC(CCC(OC(NCCN(CC)C)=O)CCCC)=O)CCCCCCCCC(=O)OC(CCCCCCCC)CCCCCCCCC